1-(5-(Trifluoromethyl)pyridin-2-yl)-1H-indol-5-amine FC(C=1C=CC(=NC1)N1C=CC2=CC(=CC=C12)N)(F)F